5-(trifluoromethoxy)-2,3-dihydro-1H-inden-1-one FC(OC=1C=C2CCC(C2=CC1)=O)(F)F